COC1=C(C=C(C(=C1OC)O)C)O 2,3-dimethoxy-5-methylbenzene-1,4-diol